NCC(C1=CC(=CC=C1)OC)N1CN=C2C=C(C=CC2=C1)C=1C=NNC1Cl 3-(2-Amino-1-(3-methoxyphenyl)ethyl)-7-(5-chloro-1H-pyrazol-4-yl)quinazolin